6-iodo-3-methylimidazo[1,2-a]pyridin-2-amine IC=1C=CC=2N(C1)C(=C(N2)N)C